FC=1C=C(C=CC1[N+](=O)[O-])C=1SC(=NN1)C1=CC=C(C=C1)OC(F)(F)F 2-(3-fluoro-4-nitrophenyl)-5-(4-(trifluoromethoxy)phenyl)-1,3,4-thiadiazole